7-(1-methyl-1H-pyrazol-4-yl)-4-(4,4,5,5-tetramethyl-1,3,2-dioxaborolan-2-yl)quinoline CN1N=CC(=C1)C1=CC=C2C(=CC=NC2=C1)B1OC(C(O1)(C)C)(C)C